racemic-tert-butyl 2-oxo-7-azabicyclo[2.2.1]heptane-7-carboxylate O=C1C2CCC(C1)N2C(=O)OC(C)(C)C